N-(2-((2S)-2-(2-((3,4-dimethoxybenzyl)amino)-1-hydroxy-2-oxoethyl)-4,4-difluoropyrrolidin-1-yl)-2-oxoethyl)-8-(4-(piperidin-1-yl)butanamido)quinoline-4-carboxamide COC=1C=C(CNC(C(O)[C@H]2N(CC(C2)(F)F)C(CNC(=O)C2=CC=NC3=C(C=CC=C23)NC(CCCN2CCCCC2)=O)=O)=O)C=CC1OC